2-[4-(4-dimethylaminophenyl)-1,3-butadienyl]-1,3,3-trimethyl-3H-indole perchlorate Cl(=O)(=O)(=O)O.CN(C1=CC=C(C=C1)C=CC=CC1N(C2=CC=CC=C2C1(C)C)C)C